2-amino-5-phenoxythiophenol NC1=C(C=C(C=C1)OC1=CC=CC=C1)S